4-(8-fluoro-2-(((2R,7aS)-2-fluorotetrahydro-1H-pyrrolizin-7a(5H)-yl)methoxy)-5-((S)-2-methylazetidin-1-yl)pyrido[4,3-d]pyrimidin-7-yl)-1,3-dihydro-2H-benzo[d]imidazol-2-one FC1=C(N=C(C2=C1N=C(N=C2)OC[C@]21CCCN1C[C@@H](C2)F)N2[C@H](CC2)C)C2=CC=CC=1NC(NC12)=O